C(C)(=O)C(C=O)C acetyl-propionaldehyde